8-[7-(difluoromethyl)-6-(1-methylpyrazol-4-yl)-3,4-dihydro-2H-quinolin-1-yl]-N-methyl-6-(piperidin-4-yl)-3,4-dihydro-1H-isoquinoline-2-carboxamide FC(C1=C(C=C2CCCN(C2=C1)C=1C=C(C=C2CCN(CC12)C(=O)NC)C1CCNCC1)C=1C=NN(C1)C)F